C(C)(=O)O.N(N)C1CN(CCC1)C(=O)OC(C)(C)C tert-butyl 3-hydrazinylpiperidine-1-carboxylate acetate